7-hydroxy-4-(3-methoxyanilino)quinoline OC1=CC=C2C(=CC=NC2=C1)NC1=CC(=CC=C1)OC